glycerol triisovalerate C(CC(C)C)(=O)OCC(OC(CC(C)C)=O)COC(CC(C)C)=O